FC1=CC2=C(NC(=N2)C=2C(=C(C(=NC2)OC)C2=C(C=CC(=C2)F)CO)N2CCC(CC2)NC(OC(C)(C)C)=O)C=C1F tert-butyl (1-(5-(5,6-difluoro-1H-benzo[d]imidazol-2-yl)-3-(5-fluoro-2-(hydroxymethyl)phenyl)-2-methoxypyridin-4-yl)piperidin-4-yl)carbamate